BrC=1C=C(C(=NC1)N)O[C@H](C)C1=C(C=CC(=C1)F)C1=NN(C=C1CC=1C=NN(C1Br)CC)C 5-bromo-3-[(1R)-1-(2-{4-[(5-bromo-1-ethyl-1H-pyrazol-4-yl)methyl]-1-methyl-1H-pyrazol-3-yl}-5-fluorophenyl)ethoxy]Pyridine-2-amine